N1(CCC[C@H]2CCCC[C@H]12)C([C@@H](CO[Si](C1=CC=CC=C1)(C1=CC=CC=C1)C(C)(C)C)NCC1=C(C=C(C=C1)OC)OC)=O (2R)-1-[(4aR,8aS)-3,4,4a,5,6,7,8,8a-octahydro-2H-quinolin-1-yl]-3-[tert-butyl(diphenyl)silyl]oxy-2-[(2,4-dimethoxyphenyl)methylamino]propan-1-one